triphenyleno-[2,3-d]furan C1=CC=CC=2C=3C=CC=CC3C3=CC4=C(C=CO4)C=C3C12